OC(CC(CC(CCCOCCOCCOCCCC(CC(CC(C)O)C)C)C)C)C 8-hydroxy-4,6-dimethylnonyloxyethyl ether